NCC1=CC=C(C=C1)NC(=O)C1=CC2=C(NCCC3=C2SC=C3)C=C1C=1C(=NC(=CC1)C(NCCC)=O)C(=O)O 3-(9-((4-(aminomethyl)phenyl)carbamoyl)-5,6-dihydro-4H-benzo[b]thieno[2,3-d]azepin-8-yl)-6-(propylcarbamoyl)picolinic acid